COC1=C2C(=C(C(=NC2=CC=C1)C(F)(F)F)C(=O)OCC)CCCC(F)(F)F ethyl 5-methoxy-4-(4,4,4-trifluorobutyl)-2-(trifluoromethyl)quinoline-3-carboxylate